ClC1=C(C=CC=2C3=C(N(C12)CCC(=O)O)CCN(C3)C(=O)C3=NC=C(C=N3)OC)Cl 3-(6,7-dichloro-2-(5-methoxypyrimidine-2-carbonyl)-1,2,3,4-tetrahydro-5H-pyrido[4,3-b]indol-5-yl)propanoic acid